((1S,4R,6R)-6-((5-chloropyridin-2-yl)amino)-2-azabicyclo[2.2.2]oct-2-yl)(3-fluoro-2-(pyrimidin-2-yl)phenyl)methanone ClC=1C=CC(=NC1)N[C@@H]1C[C@@H]2CN([C@H]1CC2)C(=O)C2=C(C(=CC=C2)F)C2=NC=CC=N2